arginine potassium carbonate C([O-])([O-])=O.[K+].N[C@@H](CCCNC(N)=N)C(=O)O.[K+]